C(C=C)(=O)N1C[C@@H](N(C[C@H]1C)C=1C2=C(N(C(N1)=O)C=1C(=NC=CC1C)C(C)C)N=C(C(=C2)Cl)Cl)C (M)-4-((2S,5R)-4-Acryloyl-2,5-dimethylpiperazin-1-yl)-6,7-dichloro-1-(2-isopropyl-4-methylpyridin-3-yl)pyrido[2,3-d]pyrimidin-2(1H)-one